FC(C)C1=CC=C(C=C1)C(C(=O)O)CC 4-(1-fluoroethyl)-phenylbutyric acid